3-[[6-(difluoromethoxy)-4-[2-(4,5,6,7-tetrahydropyrazolo[1,5-a]pyrazin-2-ylamino)pyrazolo[1,5-a]pyridin-5-yl]-3-pyridyl]oxy]-2,2-dimethyl-propanenitrile FC(OC1=CC(=C(C=N1)OCC(C#N)(C)C)C1=CC=2N(C=C1)N=C(C2)NC2=NN1C(CNCC1)=C2)F